difluoromethylalanine FC(F)N[C@@H](C)C(=O)O